3-(3-(2-chloro-3-(methylamino)-phenyl)-1H-pyrazolo-[3,4-b]pyrazin-6-yl)-4-methylpiperidin-4-amine ClC1=C(C=CC=C1NC)C1=NNC2=NC(=CN=C21)C2CNCCC2(N)C